N-[(4R)-2-ethyl-3-oxo-isoxazolidin-4-yl]-2-methyl-benzamide C(C)N1OC[C@H](C1=O)NC(C1=C(C=CC=C1)C)=O